lithium 2,2-dimethyl-2,3-dihydro-1-benzofuran-6-sulfinate CC1(OC2=C(C1)C=CC(=C2)S(=O)[O-])C.[Li+]